L-3,4-difluorostyrene FC=1C=C(C=C)C=CC1F